C12CN(CC(CC1)O2)C2=C(C=C(C=C2)NC=2C=CC1=C(OCC(N1C)=O)C2)F 7-((4-(8-oxa-3-azabicyclo[3.2.1]octan-3-yl)-3-fluorophenyl)amino)-4-methyl-2H-benzo[b][1,4]oxazin-3(4H)-one